C(C)OC(=O)C=1N(C=C(C1C)C1=NN(C=C1)CCN=[N+]=[N-])N.ClC1=NC(=CC(=C1)C=1C(=CC(=C(C1)NC(C1=CC(=NC=C1)C(F)(F)F)=O)F)C)OCC N-(5-(2-chloro-6-ethoxypyridin-4-yl)-2-fluoro-4-methylphenyl)-2-(trifluoromethyl)isonicotinamide Ethyl-1-amino-4-(1-(2-azidoethyl)-1H-pyrazol-3-yl)-3-methyl-1H-pyrrole-2-carboxylate